2-((2-(p-tolylethynyl)phenyl)amino)naphthalene-1,4-dione C1(=CC=C(C=C1)C#CC1=C(C=CC=C1)NC=1C(C2=CC=CC=C2C(C1)=O)=O)C